C1(=CC=CC=C1)C(CCC1OC(OCC1)CC(C)C1=CC=CC=C1)=O (+-)-1-phenyl-3-(2-(2-phenylpropyl)-1,3-dioxan-4-yl)propan-1-one